BrC1=C(C=C2CCN3C(C2=C1)=C(N=C3C(=O)N3[C@](CCC3)(C#N)C)CC(F)(F)F)OC (R)-1-(9-bromo-8-methoxy-1-(2,2,2-trifluoroethyl)-5,6-dihydroimidazo[5,1-a]isoquinoline-3-carbonyl)-2-methylpyrrolidine-2-carbonitrile